CC(C(=O)C1=CC=C(C=C1)[N+](=O)[O-])(C)SC1=NN=NN1C1=CC=C(C(=O)O)C=C1 4-(5-((2-Methyl-1-(4-nitrophenyl)-1-oxopropan-2-yl)thio)-1H-tetrazol-1-yl)benzoic acid